O=C1CCC(CC1)C(=O)OC(C)(C)C 2-methylpropan-2-yl 4-oxocyclohexane-1-carboxylate